methyl heptynoate C(C#CCCCC)(=O)OC